CC=1C=CC2=C(SCCN2)C1 7-methyl-3,4-dihydro-2H-benzo[b][1,4]thiazine